[1-(3-methoxy-5,8-dimethyl-6-oxo-benzo[c][1,8]naphthyridin-10-yl)ethylamino]benzoic acid COC1=CC=C2C3=C(C(N(C2=N1)C)=O)C=C(C=C3C(C)NC3=C(C(=O)O)C=CC=C3)C